(3R)-3-({7-bromo-2-[4-chloro-2-(difluoromethoxy)phenyl][1,2,4]triazolo[1,5-c]quinazolin-5-yl}amino)azepan-2-one BrC1=CC=CC=2C=3N(C(=NC12)N[C@H]1C(NCCCC1)=O)N=C(N3)C3=C(C=C(C=C3)Cl)OC(F)F